C(C=C)(=O)N1C[C@@H](N(C[C@H]1C)C=1C2=C(N(C(N1)=O)C=1C(=NC=CC1SC)C(C)C)N=C(C(=C2)Cl)C2=C(C(=C(C=C2N)F)F)F)C 4-((2s,5r)-4-propenoyl-2,5-dimethylpiperazin-1-yl)-7-(6-amino-2,3,4-trifluorophenyl)-6-chloro-1-(2-isopropyl-4-(methylsulfanyl)pyridin-3-yl)pyrido[2,3-d]pyrimidin-2(1H)-one